methyl 3-(N-((8-fluoro-1,2,3,5,6,7-hexahydro-s-indacen-4-yl)carbamoyl)sulfamoyl)-1-isopropyl-1H-pyrazole-5-carboxylate FC=1C=2CCCC2C(=C2CCCC12)NC(=O)NS(=O)(=O)C1=NN(C(=C1)C(=O)OC)C(C)C